tert-butyl N-[3-[2-(2-bromophenyl)ethoxy]propyl]carbamate BrC1=C(C=CC=C1)CCOCCCNC(OC(C)(C)C)=O